1-[2-(hydroxymethyl)pyrrolidin-1-yl]Pentane-1-one OCC1N(CCC1)C(CCCC)=O